4-[(s,S)-5H-imidazo[4,3-a]isoindol-5-yl]piperidin-3-ol C=1N=CN2C1C1=CC=CC=C1[C@@H]2C2C(CNCC2)O